FC(F)C=1C(=NC=CC1)O (difluoromethyl)pyridin-2-ol